2,5-dinitrofluorobenzene [N+](=O)([O-])C1=C(C=C(C=C1)[N+](=O)[O-])F